4-(6-(3,6-diazabicyclo[3.1.1]hept-3-yl)pyridin-3-yl)-6-hydroxypyrazolo[1,5-a]pyridine-3-carbonitrile C12CN(CC(N1)C2)C2=CC=C(C=N2)C=2C=1N(C=C(C2)O)N=CC1C#N